2-(4-(2-(5-(2,3-dihydrobenzo[b][1,4]dioxin-6-yl)-4-methylpyridin-3-yl)vinyl)-2,6-dimethoxybenzylamino)-3-hydroxypropionic acid O1C2=C(OCC1)C=C(C=C2)C=2C(=C(C=NC2)C=CC2=CC(=C(CNC(C(=O)O)CO)C(=C2)OC)OC)C